diethyl [(5,5,8,8-tetramethyl-5,6,7,8-tetrahydronaphthalen-2-yl)methyl]malonate CC1(C=2C=CC(=CC2C(CC1)(C)C)CC(C(=O)OCC)C(=O)OCC)C